C(C)(CC)SSCC1=CC=C(C=C1)C1N=C(OC1)C1=C(C=CC=C1F)F 4-(4-((Sec-butyldisulfaneyl)methyl)phenyl)-2-(2,6-difluorophenyl)-4,5-dihydrooxazole